4-(4-methoxy-3-(4,4,5,5-tetramethyl-1,3,2-dioxaborolan-2-yl)phenyl)pyridine COC1=C(C=C(C=C1)C1=CC=NC=C1)B1OC(C(O1)(C)C)(C)C